C(C1=CC=CC=C1)OC(CC(C(=O)O)NC(=O)OC(C)(C)C)=O 4-(benzyloxy)-2-((tert-butoxycarbonyl)amino)-4-oxobutanoic acid